tert-butyl (2S)-1-(1,2,3,4-tetrahydroisoquinolin-6-yl)piperidine-2-carboxylate C1NCCC2=CC(=CC=C12)N1[C@@H](CCCC1)C(=O)OC(C)(C)C